CC(C)(/C=C\\C1=C2C(=C(C=C1O)OC)C(=O)C[C@H](O2)C3=CC=CC=C3)O The molecule is a monomethoxyflavanone that is (2S)-flavanone substituted by a methoxy group at position 5, a hydroxy group at position 7 and a 3-hydroxy-3-methylbut-1-en-1-yl group at position 8. It has been isolated from the aerial parts of Tephrosia candida. It has a role as a metabolite and a plant metabolite. It is a monohydroxyflavanone, a monomethoxyflavanone and a tertiary alcohol. It derives from a (2S)-flavanone.